N-[(2S,3R)-2-[(3'-chloro-2-fluoro[1,1'-biphenyl]-3-yl)methyl]-4,4-difluoro-1-(oxetan-2-carbonyl)pyrrolidin-3-yl]ethanesulfonamide ClC=1C=C(C=CC1)C1=C(C(=CC=C1)C[C@@H]1N(CC([C@@H]1NS(=O)(=O)CC)(F)F)C(=O)C1OCC1)F